phenethylammonium hypophosphite [PH2](=O)[O-].C(CC1=CC=CC=C1)[NH3+]